FC=1C=C(CNC2=NC=CC=C2)C=CC1 N-(3-fluorobenzyl)pyridine-2-amine